3-(5-(((1r,2s)-2-aminocyclohexyl)oxy)-1-oxoisoindolin-2-yl)piperidine-2,6-dione N[C@@H]1[C@@H](CCCC1)OC=1C=C2CN(C(C2=CC1)=O)C1C(NC(CC1)=O)=O